ClC=1C=C(C=C(C1)N1CCNCC1)C=1C(=C(C=CC1)C1=CC(=C(C=C1)NC(C)=O)F)O N-(3''-chloro-3-fluoro-2'-hydroxy-5''-(piperazin-1-yl)-[1,1':3',1''-terphenyl]-4-yl)acetamide